FC(C(C(F)(F)F)(O)C1=CC=C(C=C1)C1=CC=C(C=C1)CN1CC(N(CC1)CC1=CC=NC=C1)C(=O)NC(C)C)(F)F 4-((4'-(1,1,1,3,3,3-hexafluoro-2-hydroxypropan-2-yl)-[1,1'-biphenyl]-4-yl)methyl)-N-isopropyl-1-(pyridin-4-ylmethyl)piperazine-2-carboxamide